(R)-5-ethyl-2-(3-(5-(3-hydroxy-1-methyl-2-oxopyrrolidin-3-yl)isoxazol-3-yl)phenyl)thiazole-4-carboxylic acid methyl ester COC(=O)C=1N=C(SC1CC)C1=CC(=CC=C1)C1=NOC(=C1)[C@]1(C(N(CC1)C)=O)O